N1C(=CC=2C=NC=CC21)CNC(CN2C(=NC=C(C2=O)NCC2=CC1=C(OC3=C1C=CC=C3)C=C2)C2=CC=C(C=C2)OCCOC2=CC=C(C=C2)F)=O N-((1H-pyrrolo[3,2-c]pyridine-2-yl)methyl)-2-(5-((dibenzo[b,d]furan-2-ylmethyl)amino)-2-(4-(2-(4-fluorophenoxy)ethoxy)phenyl)-6-oxopyrimidin-1(6H)-yl)acetamide